2-[(1r,4r)-4-[(3-thiazol-2-ylimidazo[1,2-b]pyridazin-6-yl)amino]cyclohexyl]propan-2-ol S1C(=NC=C1)C1=CN=C2N1N=C(C=C2)NC2CCC(CC2)C(C)(C)O